tert-butoxybromobenzene C(C)(C)(C)OC1=C(C=CC=C1)Br